(±)-ethyl 4-[3-(tert-butylsulfinylamino)oxetan-3-yl]benzoate C(C)(C)(C)[S@@](=O)NC1(COC1)C1=CC=C(C(=O)OCC)C=C1 |r|